(S)-1-chloroheptane-2-ol ClC[C@H](CCCCC)O